S(=O)(=O)(O)O.C(CCCCCCCCCCCCCCCCCCC)OC1=CC=CC=C1 eicosylphenyl ether sulfate